COC1=C(C=CC(=C1)OC)CNC=1N=CC2=C(N1)N(C(C(=C2)N2CCN(C1=C(C=CC=C21)C)C(C=C)=O)=O)C2=CC=C(C=C2)CN2CCN(CC2)C 2-[(2,4-dimethoxyphenyl)methylamino]-8-[4-[(4-methylpiperazin-1-yl)methyl]phenyl]-6-(5-methyl-4-prop-2-enoyl-2,3-dihydroquinoxalin-1-yl)pyrido[2,3-d]pyrimidin-7-one